N,1-dimethyl-N-(2,3,5-trifluorobenzyl)cyclopropanecarboxamide CN(C(=O)C1(CC1)C)CC1=C(C(=CC(=C1)F)F)F